tert-butyl (2R,3S,4S)-2-[(4-azidophenyl)methyl]-4-[(tert-butoxycarbonyl)oxy]-3-[(4-nitrophenoxycarbonyl)oxy]pyrrolidine-1-carboxylate N(=[N+]=[N-])C1=CC=C(C=C1)C[C@H]1N(C[C@@H]([C@H]1OC(=O)OC1=CC=C(C=C1)[N+](=O)[O-])OC(=O)OC(C)(C)C)C(=O)OC(C)(C)C